NC1=NC2=CC=C(C=C2C=C1C)C(=O)N([C@H](C)C1=NC=CC=N1)CC=1C=C2C(=CN1)OCCC2 2-amino-N-(3,4-dihydro-2H-pyrano[2,3-c]pyridin-6-ylmethyl)-3-methyl-N-((1R)-1-(2-pyrimidinyl)ethyl)-6-quinolinecarboxamide